CC(C([O-])=S)(C)C 2,2-dimethylpropane-thioate